8-(Tert-butyl) 1-methyl (1S,5R)-3-trityl-3,8-diazabicyclo[3.2.1]octane-1,8-dicarboxylate C(C1=CC=CC=C1)(C1=CC=CC=C1)(C1=CC=CC=C1)N1C[C@@]2(CC[C@H](C1)N2C(=O)OC(C)(C)C)C(=O)OC